3-methylsulfanyl-1-butanol CSC(CCO)C